4-(4-amino-2-((methylsulfonyl)methyl)phenyl)piperazine-1-carboxylic acid tert-butyl ester C(C)(C)(C)OC(=O)N1CCN(CC1)C1=C(C=C(C=C1)N)CS(=O)(=O)C